(2-(2-Hydroxy-3-morpholinopropyl)-5-methylphenoxy)benzonitrile OC(CC1=C(OC2=C(C#N)C=CC=C2)C=C(C=C1)C)CN1CCOCC1